4,6-Bis(2,4-dimethylphenyl)-2-(2,4-dihydroxyphenyl)-1,3,5-triazine CC1=C(C=CC(=C1)C)C1=NC(=NC(=N1)C1=C(C=C(C=C1)C)C)C1=C(C=C(C=C1)O)O